C(C)C1=C(C=CC(=C1)CCC)C1=C(C=C(C=C1)C1=CC=CC=C1)F ethyl-2'-fluoro-4-propyl-p-terphenyl